C(CC)(=O)OCCCCCCCCCC decanyl propanoate